3-ethyl-1,3-propanediol C(C)C(CCO)O